Cl.C1(=CC=CC=C1)[C@H]1[C@@H](CNC1)C(=O)NC1=CC(=CC=C1)OC1=CC=C(C=C1)C(F)(F)F |r| (±)-trans-4-Phenyl-N-[3-[4-(trifluoromethyl)phenoxy]phenyl]pyrrolidine-3-carboxamide hydrochloride